C1=C(C=CC=2SC3=C(C21)C=CC=C3)C3=C(C(=C(C(=C3C#N)C3=NC(=NC(=C3)C3=CC=CC=C3)C3=CC=CC=C3)C3=CC2=C(SC1=C2C=CC=C1)C=C3)C3=CC=C(C=C3)N3C1=CC=C(C=C1C=1C=C(C=CC31)C)C)C3=CC=C(C=C3)N3C1=CC=C(C=C1C=1C=C(C=CC31)C)C 3',6'-bis(dibenzo[b,d]thiophen-2-yl)-4,4''-bis(3,6-dimethyl-9H-carbazol-9-yl)-5'-(2,6-diphenylpyrimidin-4-yl)-[1,1':2',1''-terphenyl]-4'-carbonitrile